N1C=NC2=CC3=C(NC=N3)C=C21 1,7-dihydroimidazo[4,5-f]benzimidazole